1-(4-(2-methoxybenzyl)piperazin-1-yl)-2-(4-phenethylpiperazin-1-yl)propan-1-one COC1=C(CN2CCN(CC2)C(C(C)N2CCN(CC2)CCC2=CC=CC=C2)=O)C=CC=C1